Cl.Cl.Cl.ClC=1C2=CN(N=C2C=CC1C1=CNC2=NC(=CN=C21)N2C1CC(CC2CC1)N)CC1=NN(C=C1)C endo-8-(7-{4-chloro-2-[(1-methyl-1H-pyrazol-3-yl)methyl]-2H-indazol-5-yl}-5H-pyrrolo[2,3-b]pyrazin-3-yl)-8-azabicyclo[3.2.1]octan-3-amine, trihydrochloride salt